COC=1C=C(C=C2C(=NC=NC12)NC(C)C1=NC(=NO1)C1=CC=NC=C1)C1=NC=C(C=N1)C 8-Methoxy-6-(5-methylpyrimidin-2-yl)-N-(1-(3-(pyridin-4-yl)-1,2,4-oxadiazol-5-yl)ethyl)quinazolin-4-amine